(E)-N-ethyl-3-(5-methylthiophene-2-yl)-N-(thiophen-2-ylmethyl)acrylamide C(C)N(C(\C=C\C=1SC(=CC1)C)=O)CC=1SC=CC1